C(C(=O)[O-])(=O)[O-].[Sn+4].C(C(=O)[O-])(=O)[O-] TIN OXALATE